C1(CCC1)CNCC=1C=CC=2N(C1)C=C(N2)CN2N=NC(=C2)C=2C=NC=C(C2)SC 1-cyclobutyl-N-((2-((4-(5-(methylthio)pyridin-3-yl)-1H-1,2,3-triazol-1-yl)methyl)imidazo[1,2-a]pyridin-6-yl)methyl)methylamine